2-chloro-N-((1R,2R,4S)-7-cyano-7-azabicyclo[2.2.1]heptan-2-yl)-5-(2-methylpropoxy)-4-(1-methyl-1H-pyrazol-4-yl)benzamide ClC1=C(C(=O)N[C@H]2[C@H]3CC[C@@H](C2)N3C#N)C=C(C(=C1)C=1C=NN(C1)C)OCC(C)C